(2S,6S)-2-methyl-6-(1-methyl-1H-1,2,3-triazol-4-yl)piperidine-4-carbonitrile C[C@@H]1N[C@@H](CC(C1)C#N)C=1N=NN(C1)C